C12N(CC(NC1)CC2)C=2C1=C(N=C(N2)OCC23CCCCN3CC(C2)F)C(=C(N=C1)C1=CC(=CC2=CC=C(C(=C12)C#C)F)O)F 4-(4-(2,5-Diazabicyclo[2.2.2]octan-2-yl)-8-fluoro-2-((2-fluorohexahydroindolizin-8a(1H)-yl)methoxy)pyrido[4,3-d]pyrimidin-7-yl)-5-ethynyl-6-fluoronaphthalen-2-ol